C(C)(=O)C=1NC2=CC=C(C=C2C1C=1N=NN(C1)CC1CCN(CC1)CCNS(=O)(=O)C1=CC=C(C=C1)C1=C(C=CC=C1)C(F)(F)F)F N-(2-(4-((4-(2-acetyl-5-fluoro-1H-indol-3-yl)-1H-1,2,3-triazol-1-yl)methyl)piperidin-1-yl)ethyl)-2'-(trifluoromethyl)-[1,1'-biphenyl]-4-sulfonamide